BrC=1C=C2C(=C(C=NC2=CC1)S(=O)(=O)N1CCOCC1)Cl 4-[(6-bromo-4-chloro-3-quinolinyl)sulfonyl]Morpholine